copper choline chloride [Cl-].OCC[N+](C)(C)C.[Cu]